O[C@H]1[C@H](O)[C@@H](O)[C@H](O)[C@H](O1)C(=O)Br β-glucuronic acid bromide